ClC1=C(C=C(C#N)C(=C1)OC1(CC1)C)F 4-chloro-3-Fluoro-6-(1-methylcyclopropoxy)benzonitrile